C(CC)(=O)OCCC=NCC 3-ethyliminopropyl propionate